tert-butyl (R)-2,2-difluoro-6-(4-(methoxycarbonyl)phenyl)-7-azaspiro[3.5]nonane-7-carboxylate FC1(CC2(C1)C[C@@H](N(CC2)C(=O)OC(C)(C)C)C2=CC=C(C=C2)C(=O)OC)F